n-dodecanen methyl-8-(benzyloxy)-4-chloro-1,6-naphthyridine-7-carboxylate COC(=O)C1=NC=C2C(=CC=NC2=C1OCC1=CC=CC=C1)Cl.C=CCCCCCCCCCC